dimethyl-3-(2,4,6-trifluorobenzyl)-1,6,9,12-tetraazabicyclo[11.3.1]heptadecane CC1(N2CCCC(NCCNCCNCCC1CC1=C(C=C(C=C1F)F)F)C2)C